C(CCCCCCCCCCC)SC(=S)SC(C#N)(CCC(N1C(SCC1)=S)=O)C 2-dodecylsulfanylcarbothioylsulfanyl-2-methyl-5-oxo-5-(2-thioxothiazolidin-3-yl)pentanenitrile